2-(2-((1-methyl-9-(1-methyl-1H-pyrazol-4-yl)-6,7-dihydro-5H-benzo[c][1,2,3]triazolo[1,5-a]azepin-7-yl)amino)phenoxy)ethanol CC=1N=NN2C1C1=C(C(CC2)NC2=C(OCCO)C=CC=C2)C=C(C=C1)C=1C=NN(C1)C